tert-butyl-4-chloro-4'-methylbenzhydryl alcohol C(C)(C)(C)C(C1=CC=C(C=C1)Cl)(C1=CC=C(C=C1)C)O